C(C=C)(=O)N1[C@H](CN(CC1)C1=NC(=C(C=2CN(CCC12)C1=CC=CC2=CC=CC=C12)C#N)N1CC(OC(C1)C)C)CC#N 1-((S)-4-acryloyl-3-(cyanomethyl)piperazin-1-yl)-3-(2,6-dimethylmorpholino)-6-(naphthalen-1-yl)-5,6,7,8-tetrahydro-2,6-naphthyridine-4-carbonitrile